7-isopentyl-2H-benzo[b][1,4]dioxepin C(CC(C)C)C1=CC2=C(OCC=CO2)C=C1